FC1=C(C=C(C(=C1)C)B1OC(C(O1)(C)C)(C)C)C=1C(=NC=CC1C(=O)N)C(F)(F)F [2-fluoro-4-methyl-5-(4,4,5,5-tetramethyl-1,3,2-dioxaborolan-2-yl)phenyl]-2-(trifluoromethyl)pyridine-4-carboxamide